Dimethylaminopropyl-N-ethylcarbodiimide hydrochloride Cl.CN(C)CCCN=C=NCC